5-Methoxy-3,3-dimethyl-3,6-dihydro-2H-1,4-oxazine COC1=NC(COC1)(C)C